NC1=C(C=C(C=C1)N1CCC(CC1)N(C(OC(C)(C)C)=O)C)OC tert-butyl (1-(4-amino-3-methoxy phenyl)piperidin-4-yl)(methyl)carbamate